(S)-quinuclidin-3-yl (7'-bromo-3',4'-dihydro-1'H-spiro[cyclopropane-1,2'-naphthalen]-1'-yl)carbamate BrC1=CC=C2CCC3(C(C2=C1)NC(O[C@@H]1CN2CCC1CC2)=O)CC3